CC(C(=O)N1CC2=CC(=CC=C2CC1)S(=O)(=O)N1CC2(CC1C)CCCC2)C 2-Methyl-1-(7-((3-methyl-2-azaspiro[4.4]nonan-2-yl)sulfonyl)-3,4-dihydroisoquinolin-2(1H)-yl)propan-1-one